9-(4-benzothiophene-2-yl-phenyl)-3,6-di-quinoline-3-yl-9H-carbazole S1C(=CC2=C1C=CC=C2)C2=CC=C(C=C2)N2C1=CC=C(C=C1C=1C=C(C=CC21)C=2C=NC1=CC=CC=C1C2)C=2C=NC1=CC=CC=C1C2